C([S-])([S-])([S-])[S-] tetra-thio-orthocarbonate